2-(chloromethyl)isoindoline-1,3-dione ClCN1C(C2=CC=CC=C2C1=O)=O